C(C=C)(=O)O.C(C=C)(=O)O acrylic acid, acrylic acid salt